Cl.ClC1=C(COC2=C(C3=CC=CC=C3C=C2)CNCCO)C=CC=C1 2-[({2-[(2-chlorobenzyl)oxy]-1-naphthyl}methyl)amino]ethanol hydrochloride